tert-butyl 3-[(1-cyclopropyl-1H-pyrazol-4-yl)amino]piperidine-1-carboxylate C1(CC1)N1N=CC(=C1)NC1CN(CCC1)C(=O)OC(C)(C)C